4-[4-(methylsulfonyl)phenoxy]piperidine-1-carboxylic acid tert-butyl ester C(C)(C)(C)OC(=O)N1CCC(CC1)OC1=CC=C(C=C1)S(=O)(=O)C